OC=1C=C(C=CC1)CCC(CCC1=CC(=CC=C1)O)=O 1,5-bis(3-hydroxyphenyl)-3-pentanone